[Na+].[Na+].C(CN(CC(=O)[O-])CC(=O)[O-])N(CC(=O)O)CC(=O)O ethylenediamine-tetraacetic acid disodium salt